CCCCCCCCCCCCCCCCC(=O)O[C@H](COC(=O)CCCCCCCCCCC/C=C\C/C=C\CCCCC)COP(=O)(O)OC[C@H](CO)O 1-(13Z,16Z-docosadienoyl)-2-heptadecanoyl-glycero-3-phospho-(1'-sn-glycerol)